1-(Aminomethyl)-5-cyclobutoxy-4-oxo-3,4-dihydropyridin NCN1CCC(C(=C1)OC1CCC1)=O